2-(7-fluoro-2-methyl-1H-indol-3-yl)ethylamine FC=1C=CC=C2C(=C(NC12)C)CCN